ClCC\C=C/CCCCCCCCC(=O)[O-] (8Z)-11-chloro-8-undecenylacetate